4-[[3-(3-fluoro-4-methoxyphenyl)imidazo[1,2-a]pyrazin-8-yl]amino]-2-methyl-N-(5-piperazin-1-ylpentyl)benzamide FC=1C=C(C=CC1OC)C1=CN=C2N1C=CN=C2NC2=CC(=C(C(=O)NCCCCCN1CCNCC1)C=C2)C